(5-Benzyl-1-methyl-pyrazol-3-yl)-[4-(1-methylpyrazol-4-yl)-3,4-dihydro-1H-isoquinolin-2-yl]methanone C(C1=CC=CC=C1)C1=CC(=NN1C)C(=O)N1CC2=CC=CC=C2C(C1)C=1C=NN(C1)C